N1(N=CN=C1)C[C@@]1(C[C@@H](CO1)COC1=C(C=C(C=C1)N1CCN(CC1)C1=CC=C(C(=O)NC2=CC=C(C=C2)F)C=C1)C)C1=C(C=C(C=C1)F)F 4-(4-(4-(((3R,5R)-5-((1H-1,2,4-Triazol-1-yl)Methyl)-5-(2,4-Difluorophenyl)TetraHydrofuran-3-yl)Methoxy)-3-Methylphenyl)Piperazin-1-yl)-N-(4-Fluorophenyl)Benzamide